methylenedioxy-methyl-amphetamine C1ON(C(C)(CC2=CC=CC=C2)O1)C